C(C)(C)C=1C(=NN2C1N=C(C=C2N2CCOCC2)N2N=C(C=C2)C2=CC=CC=C2)C(=O)N isopropyl-7-morpholino-5-(3-phenyl-pyrazol-1-yl)pyrazolo[1,5-a]pyrimidine-2-carboxamide